benzyl-oxybenzylamine C(C1=CC=CC=C1)ONCC1=CC=CC=C1